C1(=CC=CC=C1)C1=CC=C(C=C1C(C)(C)C)C1=NNC=N1 4-phenyl-5-tertbutylphenyl-1,2,4-triazole